N-(6-methoxy-4-methylpyridin-3-yl)propionamide COC1=CC(=C(C=N1)NC(CC)=O)C